3-(4-([1,4'-bipiperidin]-4-yl)phenyl)piperidine-2,6-dione hydrochloride Cl.N1(CCC(CC1)C1=CC=C(C=C1)C1C(NC(CC1)=O)=O)C1CCNCC1